N(=[N+]=[N-])[C@H]1[C@H](CN(CC1)C(=O)OC(C)(C)C)O tert-butyl (3S,4R)-4-azido-3-hydroxy-piperidine-1-carboxylate